benzyl N-[trans-3-[[3-[(Z)-N'-[4-[tert-butyl(dimethyl)silyl]oxy-2-chloro-phenyl]-carbamimidoyl]-6-(6-methoxy-3-pyridyl)pyrrolo[1,2-b]pyridazin-4-yl]amino]cyclohexyl]-carbamate [Si](C)(C)(C(C)(C)C)OC1=CC(=C(C=C1)\N=C(/N)\C1=C(C=2N(N=C1)C=C(C2)C=2C=NC(=CC2)OC)N[C@@H]2C[C@H](CCC2)NC(OCC2=CC=CC=C2)=O)Cl